ClC1=NC(=CC(=C1C(=O)NC=1SC(=NN1)OC[C@H]1CO[C@H](C1)C)C1=CC=NC=C1OC)C chloro-5'-methoxy-6-methyl-N-(5-(((3r,5s)-5-methyltetrahydrofuran-3-yl)methoxy)-1,3,4-thiadiazol-2-yl)-(4,4'-bipyridine)-3-carboxamide